NC1=NC=CC=C1C1=NC=2C(=NC(=CC2)B(O)O)N1C=1C=C2CC[C@@H](C2=CC1)NC(C)=O 2-(2-aminopyridin-3-yl)-3-[(1S)-1-acetamido-2,3-dihydro-1H-inden-5-yl]imidazo[4,5-b]pyridin-5-ylboronic acid